N-acryloxy-5-norbornene-2,3-dicarboximide C(C=C)(=O)ON1C(=O)C2C3C=CC(C2C1=O)C3